1-(2,2-difluorocyclobutyl)-N-(2,3,6-trifluoro-4-((3-(2-(((3S,5S)-5-fluoropiperidin-3-yl)amino)pyrimidin-4-yl)pyridin-2-yl)oxy)phenyl)methanesulfonamide FC1(C(CC1)CS(=O)(=O)NC1=C(C(=C(C=C1F)OC1=NC=CC=C1C1=NC(=NC=C1)N[C@@H]1CNC[C@H](C1)F)F)F)F